ClCCC(=O)O 3-CHLOROPROPIONIC ACID